6,7-dihydro-5H-quinolin-8-one oxime N1=CC=CC=2CCCC(C12)=NO